2,5-dimethyl-3-mercaptofuran CC=1OC(=CC1S)C